N-(4-(4-amino-1-isopropyl-7-(4-(oxetan-3-ylamino)cyclohex-1-en-1-yl)-1H-pyrazolo[4,3-c]pyridin-3-yl)-2-fluorophenyl)-2-chloro-5-toluenesulfonamide NC1=NC=C(C2=C1C(=NN2C(C)C)C2=CC(=C(C=C2)NS(=O)(=O)C=2C=CC(=C(C)C2)Cl)F)C2=CCC(CC2)NC2COC2